methyl (S)-3-((1-(2-((3-(2-((1,5-dimethyl-1H-pyrazol-3-yl)amino)-5-methylpyrimidin-4-yl)-1H-indol-7-yl)amino)-2-oxoethyl)pyrrolidin-3-yl)oxy)thiophene-2-carboxylate CN1N=C(C=C1C)NC1=NC=C(C(=N1)C1=CNC2=C(C=CC=C12)NC(CN1C[C@H](CC1)OC1=C(SC=C1)C(=O)OC)=O)C